N1(N=CC2=NC=CC=C21)CC21CC(C2)(C1)C(=O)N1C(CC(C1)F)C1=CC(=CC=C1)F (3-((1H-Pyrazolo[4,3-b]pyridin-1-yl)methyl)bicyclo[1.1.1]pentan-1-yl)(4-fluoro-2-(3-fluorophenyl)pyrrolidin-1-yl)methanone